NC1=NC(=C(C=2C1=NN(C2)CC2=NC=CC=C2)C2=CC=NN2CC)C=2C=C(C#N)C=CC2 3-(7-amino-4-(1-ethyl-1H-pyrazol-5-yl)-2-(pyridin-2-ylmethyl)-2H-pyrazolo[3,4-c]pyridin-5-yl)benzonitrile